methyl 7-(5-chloro-2-hydroxyphenyl)-2,5-dimethyl-4-oxo-4,5-dihydrothieno[3,2-c]pyridine-3-carboxylate ClC=1C=CC(=C(C1)C=1C2=C(C(N(C1)C)=O)C(=C(S2)C)C(=O)OC)O